p-hydroxyphenol propionate C(CC)(=O)OC1=CC=C(C=C1)O